OC1CCN(CC1)C(C)=O (4-hydroxypiperidin-1-yl)ethan-1-one